6-fluoro-N-[3-methyl-4-(piperidin-4-yloxy)phenyl]pyrido[3,4-d]pyrimidin-4-amine FC1=CC2=C(N=CN=C2NC2=CC(=C(C=C2)OC2CCNCC2)C)C=N1